N-[(1S,2S)-2-hydroxycyclohexyl]-6-methyl-5-{[(pyrazolo[1,5-a]pyridin-3-yl)methyl]amino}pyridine-3-carboxamide O[C@@H]1[C@H](CCCC1)NC(=O)C=1C=NC(=C(C1)NCC=1C=NN2C1C=CC=C2)C